Cl.N=1S(CCN2C1CNCC2)(=O)=O 3,4,6,7,8,9-hexahydropyrazino[2,1-c][1,2,4]thiadiazine 2,2-dioxide hydrochloride